2,4,7,8-tetrachloropyrido[4,3-d]pyrimidine ClC=1N=C(C2=C(N1)C(=C(N=C2)Cl)Cl)Cl